(S)-benzyl 3-(2-(tert-butoxy)-2-oxoethoxy)pyrrolidine-1-carboxylate C(C)(C)(C)OC(CO[C@@H]1CN(CC1)C(=O)OCC1=CC=CC=C1)=O